ClC=1C=C2C[C@@H](C(C2=CC1)=O)O (S)-5-chloro-2,3-dihydro-2-hydroxy-1-oxo-1H-indene